tert-butyl (trans)-3-amino-4-methoxypyrrolidine-1-carboxylate N[C@@H]1CN(C[C@H]1OC)C(=O)OC(C)(C)C